C[C@@H]1CN(C[C@H](N1)C)C=1OC=2C(=NC=CC2)N1 (3R,5R)-3,5-dimethyl-1-{[1,3]oxazolo[4,5-b]pyridin-2-yl}piperazine